iridium(III) bis[(difluorotrifluoromethylphenyl)pyridine] FC1=C(C(=C(C=C1)C1=NC=CC=C1)C(F)(F)F)F.FC1=C(C(=C(C=C1)C1=NC=CC=C1)C(F)(F)F)F.[Ir+3]